OC1COCC(C1O)O 3,4,5-trihydroxytetrahydropyran